C(C)(=O)N1[C@@H](CN(CC1)C(C=C)=O)C=1C=C(C=C(C1)Cl)C=1C=NC=C(C(=O)NC)C1 (R)-5-(3-(1-acetyl-4-acryloylpiperazin-2-yl)-5-chlorophenyl)-N-methylnicotinamide